CON(C(CC=1C=NC(=C(C1)C(F)(F)F)OC)=O)C N-methoxy-2-(6-methoxy-5-(trifluoromethyl)pyridin-3-yl)-N-methylacetamide